ClC=1C=C(C=CC1Cl)[C@]1([C@H](C1)\C=C\C1=CC=CC=C1)C(=O)OC Methyl (1S,2R)-1-(3,4-dichlorophenyl)-2-((E)-styryl)cyclopropane-1-carboxylate